The molecule is an organic sodium salt that is the monosodium salt of 5-[(4-amino-5-methoxy-2-methylphenyl)diazenyl]-2-methoxybenzene-1-sulfonic acid. Occasionally used for the selective staining of amyloid. It has a role as a histological dye and a fluorochrome. It contains a 5-[(4-amino-5-methoxy-2-methylphenyl)diazenyl]-2-methoxybenzene-1-sulfonate. CC1=CC(=C(C=C1N=NC2=CC(=C(C=C2)OC)S(=O)(=O)[O-])OC)N.[Na+]